O1CC(C1)C[Si](OCCC)(OCCC)OCCC (oxetane-3-yl)methyl-tri-n-propyl-oxysilane